Lithium Lanthanum Cerium [Ce].[La].[Li]